The molecule is a dicarboximide that captan in which the trichloromethyl group is replaced by a 1,1,2,2-tetrachloroethyl group. A broad-spectrum fungicide used to control diseases in fruit and potatoes, it is no longer approved for use in the European Community. It has a role as an antifungal agrochemical. It is a member of isoindoles, an organochlorine compound, an organosulfur compound and a phthalimide fungicide. C1C=CCC2C1C(=O)N(C2=O)SC(C(Cl)Cl)(Cl)Cl